6-[6-(1,3,4-thiadiazol-2-yl)pyrazin-2-yl]-2-[2-(trifluoromethyl)pyrimidin-5-yl]-2,6-diazaspiro[3.4]octane S1C(=NN=C1)C1=CN=CC(=N1)N1CC2(CN(C2)C=2C=NC(=NC2)C(F)(F)F)CC1